(1s,9s)-6-(5-hydroxy-2-methylphenyl)-4-(2-(2-propenoyl)-2,6-diazaspiro[3.4]octan-6-yl)-3-azatricyclo[7.1.1.02,7]undeca-2,4,6-triene-5-carbonitrile OC=1C=CC(=C(C1)C=1C(=C(N=C2C3CC(CC12)C3)N3CC1(CN(C1)C(C=C)=O)CC3)C#N)C